C[C@@H]1COCCN1C(C)=O (R)-1-(3-methylmorpholino)ethan-1-one